pentaerythritol tetrakis(3-mercaptobutyrate) mercaptoacetate SCC(=O)O.SC(CC(=O)O)C.SC(CC(=O)O)C.SC(CC(=O)O)C.SC(CC(=O)O)C.OCC(CO)(CO)CO